(3S)-3-({N-[(4-methoxy-1H-indol-2-yl)carbonyl]-L-leucyl}amino)-2-oxo-4-[(3S)-2-oxopyrrolidin-3-yl]butyl 3,5-dimethylpyridine-4-carboxylate, trifluoroacetate salt FC(C(=O)O)(F)F.CC=1C=NC=C(C1C(=O)OCC([C@H](C[C@H]1C(NCC1)=O)NC([C@@H](NC(=O)C=1NC2=CC=CC(=C2C1)OC)CC(C)C)=O)=O)C